[(1S)-1-(hydroxymethyl)-2-[methoxy(methyl)amino]-2-oxo-ethyl]carbamate OC[C@@H](C(=O)N(C)OC)NC([O-])=O